C(CCC)C(C)CCCCCC 2-Butyl-octane